C1(=CC=CC=C1)C1=NC(=NC(=N1)C1=CC=CC=C1)C=1C=C(C=C(C1)N1C2=CC=CC=C2C=2C=C(C=CC12)C=1C=C(C=CC1)C1=CC=CC=C1)N1C2=CC=CC=C2C=2C=C(C=CC12)C=1C=C(C=CC1)C1=CC=CC=C1 9,9'-(5-(4,6-diphenyl-1,3,5-triazin-2-yl)-1,3-phenylene)bis(3-([1,1'-biphenyl]-3-yl)-9H-carbazole)